5-benzoyl-1-methoxy-2,3-dihydro-1H-pyrrolizine-1-carboxylic acid methyl ester COC(=O)C1(CCN2C(=CC=C12)C(C1=CC=CC=C1)=O)OC